4-[(3,5-dichloro-2-pyridyl)oxy]-N-[2-[2-(2-methoxyethoxy)ethoxy]ethyl]-2'-oxo-spiro[cyclohexane-1,3'-indoline]-5'-carboxamide ClC=1C(=NC=C(C1)Cl)OC1CCC2(C(NC3=CC=C(C=C23)C(=O)NCCOCCOCCOC)=O)CC1